O=C1C=CN=CN1C=1C=CC(=NC1)N[C@@H]1C[C@H](CC1)NC(OC(C)(C)C)=O tert-Butyl ((1S,3S)-3-((5-(6-oxopyrimidin-1(6H)-yl)pyridin-2-yl)amino)cyclopentyl)carbamate